O=C1N(C(C12CCCC2)C2=CC=CC=C2)CC2CCN(CC2)C2=CC(=C(C(=O)O)C=C2)OC=2C=C1C(=NC2)NC=C1 4-{4-[(1-oxo-3-phenyl-2-azaspiro[3.4]oct-2-yl)methyl]piperidin-1-yl}-2-(1H-pyrrolo[2,3-b]pyridin-5-yloxy)benzoic acid